C(C)(C)(C)OC(=O)C1=C2C=3C(=CN=C2C=CC1)N=CN3 Imidazo[4,5-c]Quinoline-9(8H)-carboxylic acid tert-butyl ester